2-((2S)-4-(7-(8-chloro-7-fluoronaphthalen-1-yl)-2-((1-isopropylpyrrolidin-3-yl)oxy)-5,6,7,8-tetrahydropyrido[3,4-d]pyrimidin-4-yl)-1-(2-fluoroacryloyl)piperazin-2-yl)acetonitrile ClC=1C(=CC=C2C=CC=C(C12)N1CC=2N=C(N=C(C2CC1)N1C[C@@H](N(CC1)C(C(=C)F)=O)CC#N)OC1CN(CC1)C(C)C)F